(1R,3R)-3-amino-1-methylcyclohexan-1-ol N[C@H]1C[C@@](CCC1)(O)C